Rubidium nitrit N(=O)[O-].[Rb+]